C(C=C)OCCO 2-(allyloxy)ethan-1-ol